OCC(CCC(C)=O)=O 1-hydroxy-2,5-hexanedione